C(C=C)(=O)OC(=O)NCCCC ((butylamino) carbonyl) acrylate